diacetyl-D-tartaric acid anhydride C(C)(=O)[C@@]1([C@@](C(=O)OC1=O)(O)C(C)=O)O